CC1=C(C=C(C=C1)NC(=O)[C@@H]1NCCCC1)C(N[C@H](C)C1=CC=CC2=CC=CC=C12)=O (R)-N-(4-methyl-3-(((R)-1-(naphthalen-1-yl)ethyl)carbamoyl)phenyl)piperidine-2-carboxamide